CS(=O)(=O)N1CC(CC1)CCC(=O)O 3-(1-(methylsulfonyl)pyrrolidin-3-yl)propionic acid